C1(CC1)OC1=NC=CC=C1NC1=NC=2N(C(=C1)NC([2H])([2H])[2H])N=CC2C(=O)N[C@H]2[C@H](C2)F 5-((2-cyclopropoxypyridin-3-yl)amino)-N-((1R,2S)-2-fluorocyclopropyl)-7-((methyl-d3)amino)pyrazolo[1,5-a]pyrimidine-3-carboxamide